4,4-Diphenyl-5-(4-nitrophenyl)oxazole C1(=CC=CC=C1)C1(N=COC1C1=CC=C(C=C1)[N+](=O)[O-])C1=CC=CC=C1